C(C)(C)(C)OC(=O)N1C=CC2=C(C(=CC(=C12)C)OC)CN1[C@@H](CC(CC1)(O)C1CC1)C1=CC=C(C=C1)C(=O)OC 4-{[(2S)-4-cyclopropyl-4-hydroxyl-2-(4-(methoxycarbonyl)phenyl)piperidin-1-yl]methyl}-5-methyl-Oxy-7-methyl-1H-indole-1-carboxylic acid tert-butyl ester